tert-butyl (4S)-4-(5-bromo-4-fluoro-1-oxo-3H-isoindol-2-yl)-4-carbamoylbutanoate BrC=1C(=C2CN(C(C2=CC1)=O)[C@@H](CCC(=O)OC(C)(C)C)C(N)=O)F